C(C)C1=C(N=C2C(=N1)NC(C(=C2)C2CCC(CC2)C2=C(C=CC=C2C)F)=O)Br ethyl-2-bromo-7-(4-(2-fluoro-6-methylphenyl)cyclohexyl)pyrido[2,3-b]pyrazin-6(5H)-one